N-(3-(2-aminoacetamido)propyl)-4-((3-(1-(cyanomethyl)-3-(trifluoromethyl)-1H-pyrazol-4-yl)imidazo[1,2-a]pyrazin-8-yl)amino)-2-ethylbenzamide NCC(=O)NCCCNC(C1=C(C=C(C=C1)NC=1C=2N(C=CN1)C(=CN2)C=2C(=NN(C2)CC#N)C(F)(F)F)CC)=O